N-[(5-Chlorothiophen-2-yl)methyl]-1-(2-fluorobenzoyl)-4-methoxy-3-[1-(pyrrolidin-1-sulfonyl)-4-(trifluoromethyl)piperidin-3-yl]-1H-pyrazol-5-amin ClC1=CC=C(S1)CNC1=C(C(=NN1C(C1=C(C=CC=C1)F)=O)C1CN(CCC1C(F)(F)F)S(=O)(=O)N1CCCC1)OC